2-[4-(2-methylpyrazol-3-yl)pyrrolo[2,3-d]pyrimidin-7-yl]-N-(5-pyrazin-2-yl-2-pyridyl)acetamide CN1N=CC=C1C=1C2=C(N=CN1)N(C=C2)CC(=O)NC2=NC=C(C=C2)C2=NC=CN=C2